COC1=CC=C(C=C1)C1=COC2=CC=CC=C2C1=O 3-(4-methoxyphenyl)-4-oxo-4H-chromen